(propane-2-sulfonyl)-1,5,9-triazacyclododecane CC(C)S(=O)(=O)N1CCCNCCCNCCC1